C(C)(C)(C)OC(=O)C1=CC(=C(C=C1)C[C@@H](C(=O)O)NC(=O)OC(C)(C)C)Cl (S)-3-(4-(tert-butoxycarbonyl)-2-chlorophenyl)-2-((tert-butoxycarbonyl)amino)propanoic acid